3,3'-(1,4-phenylene)bis{1-[6-(triethoxysilyl)hexyl]-5-ethylthio-1,2,4-triazole} C1(=CC=C(C=C1)C1=NN(C(=N1)SCC)CCCCCC[Si](OCC)(OCC)OCC)C1=NN(C(=N1)SCC)CCCCCC[Si](OCC)(OCC)OCC